7-hydroxy-8-(3-methylcyclohex-2-en-1-yl)-5-pentyl-2,2-diphenyl-4H-benzo[d][1,3]dioxin-4-one OC=1C=C(C2=C(OC(OC2=O)(C2=CC=CC=C2)C2=CC=CC=C2)C1C1C=C(CCC1)C)CCCCC